C(C1=CC=CO1)OCl.[Ti] titanium (furfuryloxy)chloride